(S)-7-((S)-5-Chloro-6-fluoro-2-phenyl-2-((S)-pyrrolidin-2-yl)-2,3-dihydrobenzofuran-4-yl)-8-fluoro-4-propionyl-3,4-dihydro-2H-benzo[b][1,4]oxazine-6-carboxamide ClC=1C(=CC2=C(C[C@@](O2)([C@H]2NCCC2)C2=CC=CC=C2)C1C=1C(=CC2=C(OCCN2C(CC)=O)C1F)C(=O)N)F